tert-butyl-11'-chloro-1',5',8',12'-tetraazaspiro[cyclopropane-1,3'-tricyclo[7.3.0.02,6]dodecane] C(C)(C)(C)C12N3NC(CC3NCC2NCC12CC2)Cl